[W].[W]=O Tungsten Oxide Tungsten